1,3-dichloro-6,7-dimethyl-isoquinoline ClC1=NC(=CC2=CC(=C(C=C12)C)C)Cl